N-phenyl-N-isopropyl-p-phenylenediamine C1(=CC=CC=C1)N(C1=CC=C(C=C1)N)C(C)C